methyl 4-(bromomethyl)picolinate BrCC1=CC(=NC=C1)C(=O)OC